(S)-3-Aminomethyl-pyrrolidin NC[C@H]1CNCC1